C1(=CC=CC=C1)[C@@H]1N(C(OC1)=O)C(\C=C\C1=CC(=CC=C1)C1=CC=NC=C1)=O (S,E)-4-phenyl-3-(3-(3-(pyridine-4-yl)phenyl)acryloyl)oxazolidin-2-one